C12CN(CC(CC1)N2)C2=NC(=NC1=C(C(=C(C=C21)Cl)Br)F)Cl 4-(3,8-diazabicyclo[3.2.1]oct-3-yl)-7-bromo-8-fluoro-2,6-dichloroquinazoline